COC=1C=C(\C=C\2/CC(C\C(\C2=O)=C/C2=CC(=C(C=C2)OC)OC)NS(=O)(=O)C=2N=CN(C2)C)C=CC1OC N-(3,5-Bis((E)-3,4-dimethoxybenzylidene)-4-oxocyclohexyl)-1-methyl-1H-imidazole-4-sulfonamide